C(CCCCC)C(COC(CCCCCCN(C(CCCCCCCBr)=O)CCCCCC)=O)CCCCCCCC.BrCCCCCCCC(=O)N(CCCCCC)CCCCCCC(=O)OCC(CCCCCCCC)CCCCCC 2-hexyldecyl 7-(8-bromo-N-hexyloctanamido)heptanoate 2-Hexyldecyl-7-(8-bromo-N-hexyloctanamido)heptanoate